3-Chloro-5-[[2,4-difluoro-5-[2-(hydroxymethyl)phenyl]phenyl]sulfamoyl]-4-methoxy-benzoic acid ClC=1C=C(C(=O)O)C=C(C1OC)S(NC1=C(C=C(C(=C1)C1=C(C=CC=C1)CO)F)F)(=O)=O